ClC(C(O[C@@H]1[C@H](O)[C@H](O)[C@@H](O)[C@@H](O1)C)=N)(Cl)Cl β-L-rhamnopyranosyl trichloroacetimidate